(Z,E)-7,11-Hexadecadienal C(CCCCC\C=C/CC\C=C\CCCC)=O